C(CC1=CC=CC=C1)N1CCC(CC1)NC(OC(C)(C)C)=O tert-butyl (1-phenethylpiperidin-4-yl)carbamate